COC1=C(CCCCCN2C[C@@H]3[C@@H](N4C5=C(C=CC=C35)N(CCC4)C)CC2)C=CC=C1 (8aS,12aR)-11-(3-(2-methoxyphenethyl)propyl)-4-methyl-4,5,6,7,8a,9,10,11,12,12a-decahydro-[1,4]diazepino[3,2,1-hi]pyrido[4,3-b]indole